C(C=C)OC(CC[Na])O allyloxyhydroxyl-propyl-sodium